(6-chloro-5-(trifluoromethoxy)pyridin-2-yl)acetamide ClC1=C(C=CC(=N1)CC(=O)N)OC(F)(F)F